2-(pyridin-3-yl)pyrimidine-4-carboxamide N1=CC(=CC=C1)C1=NC=CC(=N1)C(=O)N